C(C1=CC=CC=C1)N1CCC(CC1)[C@@H](CNC(=O)C=1C=NC=2N(C1C)N=C(C2)C2=CC(=CC=C2)C(F)(F)F)O N-[(2S)-2-(1-benzylpiperidin-4-yl)-2-hydroxyethyl]-7-methyl-2-[3-(trifluoromethyl)phenyl]pyrazolo[1,5-a]pyrimidine-6-carboxamide